C(=O)(O)CN1CCN(CCN(CCN(CC1)CC(=O)O)CC(=O)O)C(C(=O)O)CCC(=O)O 2-(4,7,10-tris(carboxymethyl)-1,4,7,10-tetraazacyclododecane-1-yl)-pentanedioic acid